2-((trans-4-((4-(1-Cyclopropyl-1H-pyrazol-4-yl)pyridin-2-yl) ((trans-4-(4-methoxy-3-methylphenyl)cyclohexyl) methyl)carbamoyl) cyclohexyl)amino)-2-oxoethyl acetate C(C)(=O)OCC(=O)N[C@@H]1CC[C@H](CC1)C(N(C[C@@H]1CC[C@H](CC1)C1=CC(=C(C=C1)OC)C)C1=NC=CC(=C1)C=1C=NN(C1)C1CC1)=O